dibromopyrone BrC1=C(C(OC=C1)=O)Br